[Cl-].C1(=CC=CC=C1)C1=CC(=CC(=C1)C1=CC=CC=2N1C=[N+](C2)C2=C(C=C(C=C2C)C)C)C2=CC=CC=C2 5-([1,1':3',1''-terphenyl]-5'-yl)-2-mesitylimidazo[1,5-a]pyridin-2-ium chloride